2-(4-pyridinyl)-5-phenyl-thiophene N1=CC=C(C=C1)C=1SC(=CC1)C1=CC=CC=C1